O=C(CC1C2=CC=CC=C2C=2N1C(C1=CC=CC=C1C2C2=CC=CC=C2)=O)CC 7-(2-oxobutyl)-12-phenylisoindolo[2,1-b]isoquinolin-5(7H)-one